ClC1=CC=CC2=C1N(C[C@@H]1[C@@H](C(N2C)=O)N(C(C1)=O)C1=NC(=CC(=C1)C(F)(F)F)C)CC1=CC(=C(C=C1)[N+](=O)[O-])F (3aR,11aS)-6-chloro-5-(3-fluoro-4-nitrobenzyl)-10-methyl-1-(6-methyl-4-(trifluoromethyl)pyridin-2-yl)-1,3a,4,5,10,11a-hexahydro-2H-benzo[b]pyrrolo[2,3-f][1,4]diazocine-2,11(3H)-dione